oleylaspartic acid, monopotassium salt [K+].C(CCCCCCC\C=C/CCCCCCCC)N[C@@H](CC(=O)O)C(=O)[O-]